N-((1S,3R)-3-(4-(chloromethyl)oxazol-2-yl)-3-(3-(6-methoxypyridin-2-yl)benzyl)cyclopentyl)methanesulfonamide ClCC=1N=C(OC1)[C@@]1(C[C@H](CC1)NS(=O)(=O)C)CC1=CC(=CC=C1)C1=NC(=CC=C1)OC